((2,4-difluorophenyl)amino)-4-((2-methoxy-3-(1-methyl-1H-1,2,4-triazol-3-yl)phenyl)amino)-N-methylpyrimidine-5-carboxamide FC1=C(C=CC(=C1)F)NC1=NC=C(C(=N1)NC1=C(C(=CC=C1)C1=NN(C=N1)C)OC)C(=O)NC